Cl.C(C1=CC=CC=C1)NC1=CC=C(C=C1)CN[C@@H]1C[C@@H](CC1)N(C=1C2=C(N=CN1)SC(=C2)CC(F)(F)F)C (1R,3S)-N3-{[4-(benzylamino)phenyl]methyl}-N1-methyl-N1-[6-(2,2,2-trifluoroethyl)thieno[2,3-d]pyrimidin-4-yl]cyclopentane-1,3-diamine hydrochloride